(R or S)-6-chloro-2-(3-(dimethylamino)azetidin-1-yl)-8-fluoro-7-(3-hydroxynaphthalen-1-yl)quinazolin-4-ol ClC=1C=C2C(=NC(=NC2=C(C1C1=CC(=CC2=CC=CC=C12)O)F)N1CC(C1)N(C)C)O